FC(C=1N=C(SC1)NC1=CC=C(C=C1)[C@@H](C)C1=CC(=NS1)O)(F)F 5-[(1R)-1-(4-{[4-(trifluoromethyl)-1,3-thiazol-2-yl]amino}phenyl)ethyl]isothiazol-3-ol